dibutenyl adipate C(CCCCC(=O)OC=CCC)(=O)OC=CCC